BrC=1C(=NC2=CC(=CC=C2C1)O[C@H]1CC[C@]23OC(O[C@H]2C(O[C@@H]31)OC)(C)C)N 3-bromo-7-(((3ar,5ar,6s,8ar)-4-methoxy-2,2-dimethylhexahydrocyclopenta[2,3]furo[3,4-d][1,3]dioxol-6-yl)oxy)quinolin-2-amine